C(C)(C)(C)OC(NC(CC=1C=CC2=C(CCO2)C1)C(C)C)=O (1-(2,3-dihydrobenzofuran-5-yl)-3-methylbutan-2-yl)carbamic acid tert-butyl ester